N1(N=CC=C1)C[C@@H](C)C=1N(C=2C(=C3CC[C@@H](N(C3=CC2)C(=O)OC)C)N1)[C@H]1CS(CCC1)(=O)=O methyl (S)-2-((R)-1-(1H-pyrazol-1-yl)propan-2-yl)-3-((R)-1,1-dioxidotetrahydro-2H-thiopyran-3-yl)-7-methyl-3,7,8,9-tetrahydro-6H-imidazo[4,5-f]quinoline-6-carboxylate